CCOCCN1C(C(CC1)S)=O N-(2-ethoxy)ethyl-2-mercapto-4-butyrolactam